dec-2-yne CC#CCCCCCCC